O1C=2C(OCC1)=C(SC2)C=2N=NN(N2)CC2=C(C=C(C(=O)NO)C=C2F)F 4-[[5-(2,3-dihydrothieno[3,4-b][1,4]dioxin-5-yl)tetrazol-2-yl]methyl]-3,5-difluoro-benzohydroxamic acid